2-(3-hydroxy-1-propynyl)-9-trifluoromethyl-7,12-dihydro-indolo[3,2-d][1]benzazepin-6(5H)-one OCC#CC=1C=CC2=C(C3=C(CC(N2)=O)C2=CC(=CC=C2N3)C(F)(F)F)C1